CC1=CC=C(N=N1)NC(=O)[C@@H]1CC12CCN(CC2)C(=O)OC(C(F)(F)F)C(F)(F)F 1,1,1,3,3,3-hexafluoropropan-2-yl (R)-1-((6-methylpyridazin-3-yl)carbamoyl)-6-azaspiro[2.5]octane-6-carboxylate